COC=1C=C2CCN([C@@H](C2=CC1[N+](=O)[O-])C)C=O (1R)-6-methoxy-1-methyl-7-nitro-3,4-dihydro-1H-isoquinoline-2-carbaldehyde